C1(CC1)COC=1C=C(C=CC1OC)/C(/CN1C(=CC(C=C1C)=O)C)=N/OCSC (Z)-1-(2-(3-cyclopropylmethoxy-4-methoxyphenyl)-2-(methylthiomethoxyimino)ethyl)-2,6-dimethylpyridin-4(1H)-one